ClC=1C(=NC=CN1)N(C1[C@H]([C@@H]2CC[C@H](C1)N2C(=O)[O-])F)C |r| racemic-(1S,2R,5R)-3-[(3-chloro-pyrazin-2-yl) (methyl) amino]-2-fluoro-8-azabicyclo[3.2.1]octane-8-carboxylate